FC1=C(C=CC=C1[N+](=O)[O-])C=1N=C(SC1)C1=CC=C(C=C1)N1CCN(CC1)C(=O)OC(C)(C)C tert-butyl 4-{4-[4-(2-fluoro-3-nitrophenyl)-1,3-thiazol-2-yl]phenyl}piperazine-1-carboxylate